COC1=CC(=NC2=CC=CC=C12)[C@H]1[C@@H](C1)C1=NC=CC(=N1)C 4-methoxy-2-((1R,2R)-2-(4-methylpyrimidin-2-yl)cyclopropyl)quinolin